4-(4-(4-fluorophenyl)-1-((1-methyl-1H-imidazol-2-yl)methyl)-1H-imidazole-5-yl)-1H-pyrrolo[2,3-b]Pyridine FC1=CC=C(C=C1)C=1N=CN(C1C1=C2C(=NC=C1)NC=C2)CC=2N(C=CN2)C